tert-butyl (5-(1,3-dioxoisoindolin-2-yl)pentyl)(3-(trimethylsilyl)prop-2-yn-1-yl)phosphinate O=C1N(C(C2=CC=CC=C12)=O)CCCCCP(OC(C)(C)C)(=O)CC#C[Si](C)(C)C